2-[5-benzyloxy-2-fluoro-4-(1-hydroxy-1-methyl-ethyl)phenyl]Acetic acid C(C1=CC=CC=C1)OC=1C(=CC(=C(C1)CC(=O)O)F)C(C)(C)O